C(#N)C1=CC(=C(COC2=CC=CC(=N2)C2=CC(=C(C=3CCOC32)CC3=NC2=C(N3C[C@H]3OCC3)C=C(C=C2F)C(=O)O)F)C=C1)F (S)-2-((7-(6-((4-cyano-2-fluorobenzyl)oxy)pyridin-2-yl)-5-fluoro-2,3-dihydrobenzofuran-4-yl)methyl)-4-fluoro-1-(oxetane-2-ylmethyl)-1H-benzo[d]imidazole-6-carboxylic acid